C(C)(C)(C)C=1C=C(C=CC1)C(C(=O)N1CC2=C(N=C(NC2=O)C2(CC2)C2=CC(=CC=C2)C(C)C)CC1)O 6-(2-(3-(tert-butyl)phenyl)-2-hydroxyacetyl)-2-(1-(3-isopropylphenyl)cyclopropyl)-5,6,7,8-tetrahydropyrido[4,3-d]pyrimidin-4(3H)-one